5-(2,5-dioxotetrahydro-3-furanyl)-3-methyl-3-cyclohexene-1,2-dicarboxylic anhydride O=C1OC(CC1C1C=C(C2C(C1)C(=O)OC2=O)C)=O